CN(CCCCN)C N1,N1-dimethylbutane-1,4-diamine